2-(1,5-dimethyl-3-phenyl-1H-pyrrol-2-yl)-N-{4-[4-(4,6-dimethyl-pyridin-2-yl)-piperazin-1-yl]-3-methyl-phenyl}-2-oxo-acetamide CN1C(=C(C=C1C)C1=CC=CC=C1)C(C(=O)NC1=CC(=C(C=C1)N1CCN(CC1)C1=NC(=CC(=C1)C)C)C)=O